Cl.NCCCN(C(C)=O)C N-(3-aminopropyl)-N-methyl-acetamide hydrochloride